2-{3-[3-(tert-butylamino)-4-fluoropyrrolidin-1-yl]-1,2,4-triazin-6-yl}-5-(1H-pyrazol-4-yl)phenol hydrochloride Cl.C(C)(C)(C)NC1CN(CC1F)C=1N=NC(=CN1)C1=C(C=C(C=C1)C=1C=NNC1)O